(S)-2-chloro-5-(((1-hydroxy-3-(octadecyloxy)propan-2-yl)oxy)methyl)-3-methoxybenzonitrile Sodium methoxide C[O-].[Na+].ClC1=C(C#N)C=C(C=C1OC)CO[C@@H](CO)COCCCCCCCCCCCCCCCCCC